Cl[V](C1=CC=C(C=C1)C(C)(C)CC(C)(C)C)(OC(C)(C)C)(Cl)Cl trichlorot-butoxy-p-tert-octyl-phenylvanadium